2-(1-(3-Bromophenyl)cyclopropyl)-6-(2-(3'-chloro-[1,1'-biphenyl]-3-yl)acetyl)-5,6,7,8-tetrahydropyrido[4,3-d]pyrimidin-4(3H)-one BrC=1C=C(C=CC1)C1(CC1)C=1NC(C2=C(N1)CCN(C2)C(CC=2C=C(C=CC2)C2=CC(=CC=C2)Cl)=O)=O